C[C@H]1[C@H]([C@H]([C@@H]([C@@H](O1)O[C@H]2[C@@H]([C@H](OC([C@@H]2NC(=O)C)O)CO)O[C@H]3[C@@H]([C@H]([C@@H]([C@H](O3)CO)O[C@H]4[C@H]([C@H]([C@@H]([C@H](O4)CO[C@@H]5[C@H]([C@H]([C@@H]([C@H](O5)CO)O)O)O)O)O)O[C@H]6[C@@H]([C@H]([C@@H](CO6)O)O)O)O)NC(=O)C)O)O)O The molecule is a branched amino hexasaccharide consisting of a GlcNAc residue at the reducing end with a Man-alpha(1->6)-[Xyl-beta(1->2)]-Man-beta(1->4)-GlcNAc moiety attached via a beta-(1->4)-linkage and a Fuc residue attached via an alpha-(1->3)-linkage. It has a role as a carbohydrate allergen.